COC=1C=C(C=O)C(=CN1)OC 2,5-DIMETHOXYISONICOTINALDEHYDE